[N+](=O)([O-])C1=C(C=CC=C1)N1C(=CC=C1)/C=C/C=N/C(=NN)N N-{(1e,2e)-3-[1-(2-nitrophenyl)-1H-pyrrol-2-yl]-allylidene}-aminoguanidine